lauramidopropionic acid sodium [Na].C(CCCCCCCCCCC)(=O)NC(C(=O)O)C